CC1CC(OC1=O)CCC(=O)O 3-(4-Methyl-5-oxotetrahydrofuran-2-yl)propanoic acid